4-(3-(Benzyloxy)-2,6-dimethylphenyl)-1-(bromodifluoromethyl)-5-((4-methoxybenzyl)amino)-1H-benzo[d]imidazole-6-carbonitrile C(C1=CC=CC=C1)OC=1C(=C(C(=CC1)C)C1=C(C(=CC=2N(C=NC21)C(F)(F)Br)C#N)NCC2=CC=C(C=C2)OC)C